FC(C1=CC=C(C=C1)NC1=NC=CC=C1N1CCN(CC1)C(C=C)=O)(F)F 1-[4-(2-{[4-(trifluoromethyl)phenyl]amino}pyridin-3-yl)piperazin-1-yl]prop-2-en-1-one